methyl (S)-3-(4-(bis(2-hydroxyethyl)amino)phenyl)-2-((tert-butoxycarbonyl)amino)propanoate OCCN(C1=CC=C(C=C1)C[C@@H](C(=O)OC)NC(=O)OC(C)(C)C)CCO